(S,E)-N-[2-(benzo[d]isoxazol-3-yl)-6-fluorobenzylidene]-2-methylpropane-2-sulfinamide O1N=C(C2=C1C=CC=C2)C2=C(\C=N\[S@@](=O)C(C)(C)C)C(=CC=C2)F